4,5-diphenyl-2-oxazolepropionic acid, potassium salt [K+].C1(=CC=CC=C1)C=1N=C(OC1C1=CC=CC=C1)CCC(=O)[O-]